N-((1S,2R)-2-((4-cyclopropyl-2-(4-methylpiperazine-1-carbonyl)-6-nitrophenyl)amino)cyclopentyl)-8-fluoro-2-oxo-1,2-dihydroquinoline-4-carboxamide C1(CC1)C1=CC(=C(C(=C1)[N+](=O)[O-])N[C@H]1[C@H](CCC1)NC(=O)C1=CC(NC2=C(C=CC=C12)F)=O)C(=O)N1CCN(CC1)C